O=C1N(CC=2C=C3C(=CC12)OC1(CO3)CCNCC1)[C@@H]1C(NC(CC1)=O)=O (S)-3-(8'-oxo-6',8'-dihydro-3'H,7'H-spiro[piperidine-4,2'-[1,4]dioxino[2,3-f]isoindol]-7'-yl)piperidine-2,6-dione